Creatine O=C(O)CN(C)C(N)=N